C[Si](C(C)C=1C(=C(C=CC1CC[SiH2]C(NCCC[Si](C)(OCC)OCC)NCCC[Si](OCC)(OCC)C)[SiH](C)C)[SiH](C)C)(OC)OC 1-Methyldimethoxysilylethyldimethylsilyl-4-bis(methyldiethoxysilylpropylamino)methylsilylethyldimethylsilylbenzene